(2S,6R)-2-[1-(difluoromethyl)pyrazol-4-yl]-4-[4-(2,4-difluorophenyl)-6,7-dimethyl-pyrido[2,3-d]pyrimidin-2-yl]-6-methyl-morpholine FC(N1N=CC(=C1)[C@H]1CN(C[C@H](O1)C)C=1N=C(C2=C(N1)N=C(C(=C2)C)C)C2=C(C=C(C=C2)F)F)F